C(C)(C)(C)OC(=O)N1CC=C(CC1=O)C=1C=C2C(=NC(=NC2=C2C1OCC2)C)N[C@H](C)C2=C(C(=CC=C2)C(F)F)F (R)-4-(4-((1-(3-(difluoromethyl)-2-fluorophenyl)ethyl)amino)-2-methyl-8,9-dihydrofuro[2,3-H]quinazolin-6-yl)-6-oxo-5,6-dihydropyridine-1(2H)-carboxylic acid tert-butyl ester